C(C)(C)(C)S(=O)(=O)C=1N=CC=2C(NCCCC2N1)=O 2-tert-Butylsulfonyl-5-oxo-5,7,8,9-tetrahydro-6H-pyrimido[5,4-c]azepine